(4-amino-3-(methyl-d3)imidazo[1,5-a]pyrido[3,4-e]pyrazin-8-yl)((4aS,9bS)-7-(trifluoromethyl)-3,4,4a,9b-tetrahydrobenzofuro[3,2-b]pyridin-1(2H)-yl)methanone NC=1C=2N(C3=C(N1)C=NC(=C3)C(=O)N3[C@@H]1[C@H](CCC3)OC3=C1C=CC(=C3)C(F)(F)F)C=NC2C([2H])([2H])[2H]